C1(CC1)NC(C1=C(C(=CC=C1OC)C1=CN=C2N1C=C(C(=C2)C2CCOCC2)F)OC(F)F)=O N-cyclopropyl-2-(difluoromethoxy)-(6-fluoro-7-tetrahydropyran-4-yl-imidazo[1,2-a]pyridin-3-yl)-6-methoxy-benzamide